CC1=NC(=CC(=N1)[C@@H](C)NC(=O)NC1CC2(C1)CCC2)OCC(F)(F)F (R)-1-{1-[2-Methyl-6-(2,2,2-trifluoro-ethoxy)-pyrimidin-4-yl]-ethyl}-3-spiro[3.3]hept-2-yl-urea